(4,4-difluoropiperidin-1-yl)-[4-(5-methyl-4H-1,2,4-triazol-3-yl)-2-(1-propan-2-ylpyrazol-3-yl)phenyl]methanone FC1(CCN(CC1)C(=O)C1=C(C=C(C=C1)C1=NN=C(N1)C)C1=NN(C=C1)C(C)C)F